5-[5-(3-ethyl-4-hydroxy-phenyl)-8-oxo-6-thioxo-5,7-diazaspiro[3.4]oct-7-yl]-3-(trifluoromethyl)pyridine-2-carbonitrile C(C)C=1C=C(C=CC1O)N1C2(CCC2)C(N(C1=S)C=1C=C(C(=NC1)C#N)C(F)(F)F)=O